5-(butyldimethylsilyl)-2-cyclopentyl-3-methoxyphenol C(CCC)[Si](C=1C=C(C(=C(C1)O)C1CCCC1)OC)(C)C